NC1=C(C=C(C=C1)C1=CC2=C(N=C(N=C2)SC)N(C1=O)[C@H](C)CC)F |r| rac-6-(4-Amino-3-fluorophenyl)-8-(sec-butyl)-2-(methylthio)pyrido[2,3-d]pyrimidin-7(8H)-one